BrC=1C2C(SC1)C=CS2 3-Bromo-3a,6a-Dihydrothieno[3,2-b]Thiophene